N-(3-(1H-imidazol-1-yl)propyl)-7-(3-acetamidophenyl)-5-phenylpyrazolo[1,5-a]pyrimidine-2-carboxamide N1(C=NC=C1)CCCNC(=O)C1=NN2C(N=C(C=C2C2=CC(=CC=C2)NC(C)=O)C2=CC=CC=C2)=C1